3-benzylidene-6-[(5-tertiary butyl-1H-imidazole-4-yl)deuteromethylene]piperazine-2,5-dione C(C1=CC=CC=C1)=C1C(NC(C(N1)=O)=C([2H])C=1N=CNC1C(C)(C)C)=O